CC1=NC2=CC=CC=C2C=C1CNC1=C(C=CC=C1)N1CCCC1 (2-methylquinoline-3-yl)methyl-2-(pyrrolidine-1-yl)aniline